C(C)OC(=O)C=1C=NC2=C(C=CC=C2C1Cl)C1=CC(=CC(=C1)C)C 4-chloro-8-(3,5-dimethylphenyl)quinoline-3-carboxylic acid ethyl ester